FC=1C(=C(C=CC1F)[C@H]1[C@@H](O[C@]([C@H]1C)(C(F)(F)F)C)C(=O)NC1=CC(=NC=C1)C(C)O)OC |r| rac-(2R,3S,4S,5R)-3-(3,4-difluoro-2-methoxyphenyl)-N-(2-(1-hydroxyethyl)pyridin-4-yl)-4,5-dimethyl-5-(trifluoromethyl)tetrahydrofuran-2-carboxamide